FC1=CC(=CC2=C1OCCN2)C=2N=C(NC2C2=CC(=NC=C2)C)N 4-(8-Fluoro-3,4-dihydro-2H-benzo[b][1,4]oxazin-6-yl)-5-(2-methylpyridin-4-yl)-1H-imidazol-2-amine